C(C)(C)(C)OC(=O)C=1C=CC(CC1)N1CCC(CC1)CN1C[C@@H](CC1)COC1=CC=C(C(=O)O)C=C1 4-(((3R)-1-((1-(4-(tert-butyloxycarbonyl)cyclohexa-2,4-dien-1-yl)piperidin-4-yl)methyl)pyrrolidin-3-yl)methoxy)benzoic acid